Methyl 2-(4-(4-hydroxy-2-(4-propylphenethyl)-6-((tetrahydro-2H-pyran-2-yl)methoxy)pyridin-3-yl)phenoxy)acetate OC1=C(C(=NC(=C1)OCC1OCCCC1)CCC1=CC=C(C=C1)CCC)C1=CC=C(OCC(=O)OC)C=C1